C[C@@H](C=O)CCC=C(C)C |r| (+-)-2,6-DIMETHYL-5-HEPTENAL